1-methyl-1,5-dihydro-4H-imidazo[4,5-c]Pyridine CN1C=NC=2CNC=CC21